O=C1NC2(C(N1)=O)CC(CC2)CC2=NC=C(C=C2S(=O)(=O)N)C ((2,4-dioxo-1,3-diazaspiro[4.4]nonane-7-yl)methyl)-5-methylpyridine-3-sulfonamide